tert-butyl (3S)-3-(methoxymethyl)-3,4-dihydro-1H-isoquinoline-2-carboxylate COC[C@H]1N(CC2=CC=CC=C2C1)C(=O)OC(C)(C)C